5-(2-methoxy-2-oxoacetyl)-6-methyl-2,3-dihydro-1H-pyrrolizine-7-carboxylic acid COC(C(=O)C=1N2CCCC2=C(C1C)C(=O)O)=O